1-cyclobutyl-N-(3-(dimethylamino)propyl)-2-(1H-pyrrolo[2,3-b]pyridin-3-yl)-1H-benzo[d]imidazole-6-carboxamide C1(CCC1)N1C(=NC2=C1C=C(C=C2)C(=O)NCCCN(C)C)C2=CNC1=NC=CC=C12